2-(2-(2-Aminoethyl)aminoethyl)-3a,4,7,7a-tetrahydro-4,7-dimethyl-5,6-diphenyl-4,7-methano-1H-isoindole-1,3,8(2H)-trione bis-trifluoroacetate salt FC(C(=O)O)(F)F.FC(C(=O)O)(F)F.NCCNCCN1C(C2C3(C(=C(C(C2C1=O)(C3=O)C)C3=CC=CC=C3)C3=CC=CC=C3)C)=O